((2R,3S,5R)-2-ethynyl-5-(2-fluoro-6-((R)-5-oxotetrahydrofuran-2-carboxamido)-9H-purin-9-yl)-3-hydroxytetrahydrofuran-2-yl)methyl spiro[4.5]decane-8-carboxylate C1CCCC12CCC(CC2)C(=O)OC[C@]2(O[C@H](C[C@@H]2O)N2C1=NC(=NC(=C1N=C2)NC(=O)[C@@H]2OC(CC2)=O)F)C#C